C(C1=CC=CC=C1)OC[C@H](C(=O)OC(C)(C)C)OS(=O)(=O)C(F)(F)F (R)-tert-butyl 3-(benzyloxy)-2-(((trifluoromethyl)sulfonyl)oxy)propanoate